ClC=1C=C2C(=NC1OC)C(=C(N2C)C2=NC(=NN2)CO)C=2C=NNC2 (5-(6-chloro-5-methoxy-1-methyl-3-(1H-pyrazol-4-yl)-1H-pyrrolo[3,2-b]pyridin-2-yl)-1H-1,2,4-triazol-3-yl)-methanol